1-Hydroxy-4-methoxy-4-oxobutane-1-sulfinic acid OC(CCC(=O)OC)S(=O)O